(S)-METHYL 5-(((1R,2R)-2-(BUT-3-EN-1-YL)CYCLOBUTYL)METHYL)-6'-CHLORO-3',4,4',5-TETRAHYDRO-2H,2'H-SPIRO[BENZO[B][1,4]OXAZEPINE-3,1'-NAPHTHALENE]-7-CARBOXYLATE C(CC=C)[C@H]1[C@@H](CC1)CN1C2=C(OC[C@]3(CCCC4=CC(=CC=C34)Cl)C1)C=CC(=C2)C(=O)OC